CC1=NC2=CC=CC=C2C(=C1)N1CCN(CC1)C(=O)C1CN(CCC1)C=1SC=CC1 (4-(2-methylquinolin-4-yl)piperazin-1-yl)(1-(thiophen-2-yl)piperidin-3-yl)methanone